ClC=1C=C(C=CC1F)NC(N(C)C(C)C1=CNC(C2=CC=C(C=C12)OC)=O)=O (3-chloro-4-fluorophenyl)-1-(1-(6-methoxy-1-oxo-1,2-dihydroisoquinolin-4-yl)ethyl)-1-methylurea